4-bromo-1-cyclopropyl-3-(2,6-dimethylphenoxy)pyridin-2(1H)-one BrC1=C(C(N(C=C1)C1CC1)=O)OC1=C(C=CC=C1C)C